3-(Diethoxymethyl)-7-fluoroisoquinoline C(C)OC(C=1N=CC2=CC(=CC=C2C1)F)OCC